C(C)C=1NC=C(N1)C=O 2-ETHYL-4-FORMYLIMIDAZOLE